ClC1=NC=C(C(=N1)Cl)CN1CCC(CC1)(O)C 1-((2,4-dichloropyrimidin-5-yl)methyl)-4-methylpiperidin-4-ol